BrC=1C(=C(OC2CCC(CC2)CC(C(=O)OCC)C)C=CC1)C(F)(F)F ethyl 3-((1r,4r)-4-(3-bromo-2-(trifluoromethyl)phenoxy)cyclohexyl)-2-methylpropanoate